octahydro-6H-pyrrolo[3,4-b]pyridine-6-carboxylic acid tert-butyl ester C(C)(C)(C)OC(=O)N1CC2NCCCC2C1